2-butyl-6-hydroxy-1H-benzo[de]isoquinoline-1,3(2H)-dione C(CCC)N1C(C2=CC=CC=3C2=C(C1=O)C=CC3O)=O